(R)-N-(3-(1-((2-amino-5-chloropyridin-3-yl)oxy)ethyl)-phenyl)-3-(methylsulfonyl)-5-(trifluoromethyl)benzamide NC1=NC=C(C=C1O[C@H](C)C=1C=C(C=CC1)NC(C1=CC(=CC(=C1)C(F)(F)F)S(=O)(=O)C)=O)Cl